COC1=C(C=CC(=C1)N1CCC(CC1)N1CCN(CC1)C)NC1=CC(=C2C(=N1)NC=C2)NC=2C(=C1N=CC=NC1=CC2)P(C)(C)=O (6-((6-((2-methoxy-4-(4-(4-methylpiperazin-1-yl)piperidin-1-yl)phenyl)amino)-1H-pyrrolo[2,3-b]pyridin-4-yl)amino)quinoxalin-5-yl)dimethylphosphine oxide